3-(2-(2-hydroxyethyl)isoindolin-5-yl)urea OCCN1CC2=CC=C(C=C2C1)NC(N)=O